C(/C1=CC=CC=C1)=C\1/C2C(N3N1C(CC3(C)C)=O)C=3C=C(C=CC3C2)C (E)-10-Benzylidene-3,3,6-trimethyl-2,3,4a,9,9a,10-hexahydro-1H-indeno[1,2-c]pyrazolo[1,2-a]pyrazol-1-one